C(CC\C=C\C=C)CC(=O)[O-] (4E)-4,6-heptadien-1-ylacetate